CC=1C=C(C(=O)OC)C=C(N1)C methyl 2,6-dimethylisonicotinate